6-(4-chlorophenyl)-N-(4-(hydroxymethyl)-1-(2,2,2-trifluoroacetyl)piperidin-4-yl)-2-(1-methyl-1H-pyrazol-4-yl)-3-oxo-2,3-dihydropyridazine-4-carboxamide ClC1=CC=C(C=C1)C=1C=C(C(N(N1)C=1C=NN(C1)C)=O)C(=O)NC1(CCN(CC1)C(C(F)(F)F)=O)CO